tert-butyl ((2R,4S,5S)-5-(difluoromethoxy)-2-((S)-1-(4-fluorophenyl)-1,2,3,4-tetrahydroisoquinoline-2-carbonyl)tetrahydro-2H-pyran-4-yl)carbamate FC(O[C@H]1[C@H](C[C@@H](OC1)C(=O)N1[C@H](C2=CC=CC=C2CC1)C1=CC=C(C=C1)F)NC(OC(C)(C)C)=O)F